C(C)(C)C1=C(C=CC=C1)C=O (2-isopropylphenyl)methanone